FC1=CC=C(C=C1)C1=CN=C2N1N=C(C=C2)NCC=2SC=CC2 3-(4-fluorophenyl)-N-(2-thienylmethyl)imidazo[1,2-b]pyridazin-6-amine